CC=1C(=NN2C1C(N(CC2)C2=C(C=C(C=C2)C2=NC1=CC=C(C=C1C=N2)C(F)(F)F)C)=O)C=O 3-methyl-5-(2-methyl-4-(6-(trifluoromethyl)quinazolin-2-yl)phenyl)-4-oxo-4,5,6,7-tetrahydropyrazolo[1,5-a]pyrazine-2-carbaldehyde